N-(2-amino-2-methylpropyl)-N-{1-[3-(trifluoromethoxy)phenyl]cyclobutyl}carbamic acid methyl ester COC(N(C1(CCC1)C1=CC(=CC=C1)OC(F)(F)F)CC(C)(C)N)=O